ClCC(=O)C1=C(C=C(C=C1)Cl)F 2-chloro-1-(4-chloro-2-fluorophenyl)ethane-1-one